1H-pyrazolo[3,4-b]Pyridine N1N=CC=2C1=NC=CC2